4-bromo-3-(difluoromethyl)chlorobenzene C1=CC(=C(C=C1Cl)C(F)F)Br